C(C)OC(=O)[C@H]1[C@@H](C1)SC=1N=C2N(N1)[C@@H](C[C@@H]2F)C2=CC=CC=C2 trans-2-[[(5S,7S)-7-fluoro-5-phenyl-6,7-dihydro-5H-pyrrolo[1,2-b][1,2,4]triazol-2-yl]thio]cyclopropanecarboxylic acid ethyl ester